7-((2R,5R)-2-(methoxymethyl)-5-methylpiperazin-1-yl)-4-methyl-2-(tetrahydro-2H-pyran-2-yl)-2,4-dihydro-5H-pyrazolo[4,3-b]pyridin-5-one COC[C@@H]1N(C[C@H](NC1)C)C=1C=2C(N(C(C1)=O)C)=CN(N2)C2OCCCC2